aminophenethyl-pyridine NC=1C(=NC=CC1)CCC1=CC=CC=C1